C(C)(C)(C)OC(=O)N1C(C2(CC1)CNCC2)C2=NC=NC=C2OC2=C(C=C(C=C2)F)C2=C(C=CC=C2)Br (5-((2'-bromo-5-fluoro-[1,1'-biphenyl]-2-yl)oxy)pyrimidin-4-yl)-2,7-diazaspiro[4.4]nonane-2-carboxylic acid tert-butyl ester